(R)-2-(1-cyclopropyl-2-hydroxy-2-methylpropyl)-4,5-difluoro-7-iodoisoindolin-1-one C1(CC1)[C@H](C(C)(C)O)N1C(C2=C(C=C(C(=C2C1)F)F)I)=O